Ethyl 5-(4-fluorophenyl)-4-oxo-1-(tetrahydro-2H-pyran-4-yl)-1,4-dihydropyridazine-3-carboxylate FC1=CC=C(C=C1)C=1C(C(=NN(C1)C1CCOCC1)C(=O)OCC)=O